OOC1=C(C(=O)O[C@@]1([C@@H](O)CO)CC(C)C)OCCCCCCCCCCCCCCCC 3-O-hydroxyisobutyl-2-O-hexadecyl-ascorbic acid